5-amino-N-(2-{9-amino-4-methyl-1-oxa-7-azaspiro[4.4]nonan-7-yl}-3-fluoro-5,6,7,8-tetrahydroquinolin-6-yl)-2,4-dimethylthieno[2,3-d]pyrimidine-6-carboxamide NC1=C(SC=2N=C(N=C(C21)C)C)C(=O)NC2CC=1C=C(C(=NC1CC2)N2CC1(C(CCO1)C)C(C2)N)F